ClCC(=O)NCCCO 2-Chloro-N-(3-hydroxy-propyl)-acetamide